N1C[C@@H](CCC1)NC1=NN=C(C2=CC=CC=C12)C1=C(C=C(C=C1)C(F)(F)F)O (R)-2-(4-(piperidin-3-ylamino)phthalazin-1-yl)-5-(trifluoromethyl)phenol